4-methyl-2,3-dihydro-1H-indene-1-one CC1=C2CCC(C2=CC=C1)=O